C1=CCC=CC1 cyclohexa-1,4-dien